2-(2-amino-4-((3-bromophenyl)amino)-1,3,5-triazaspiro[5.5]undec-1,3-dien-9-yl)-N,N-dimethylacetamide NC1=NC2(NC(=N1)NC1=CC(=CC=C1)Br)CCC(CC2)CC(=O)N(C)C